N-((trifluoromethyl)sulfonyl)-3-((2,6-dimethylbenzyl)oxy)-4-methylbenzamide FC(S(=O)(=O)NC(C1=CC(=C(C=C1)C)OCC1=C(C=CC=C1C)C)=O)(F)F